[Br-].C(CCC)C(CCCCCP)(CCCC)CCCC tributyl-hexyl-phosphine bromide salt